C(C)(C)(C)OC(NCCCN1CCC(CC1)F)=O (3-(4-Fluoropiperidin-1-yl)propyl)carbamic acid tert-butyl ester